(2s,4s)-2-(4-(4-methoxyphenyl)piperidine-1-carbonyl)-7-oxa-5-azaspiro[3.4]Octane-6-one COC1=CC=C(C=C1)C1CCN(CC1)C(=O)C1CC2(C1)NC(OC2)=O